N1N=C(N=C1)C(=O)OCCC1=NC=CC=C1Cl 1-[(3-chloro-2-pyridinyl) methyl]-methyl 1,2,4-triazole-3-carboxylate